(S)-N-(1-(5-(bisphenylmethyl)-1-methyl-1,2,4-triazol-3-yl)ethyl)-3-hydroxy-4-methoxypicolinamide C1(=CC=CC=C1)C(C1=NC(=NN1C)[C@H](C)NC(C1=NC=CC(=C1O)OC)=O)C1=CC=CC=C1